C(CCCCCCCCCCC)N(CCCC(=O)NC1CCN(CCCNC(CCCN(CC1)CCCCCCCCCCCC)=O)C)CCCCCCCCCCCC 4-[di(dodecyl)amino]-N-(13-dodecyl-4-methyl-9-oxo-4,8,13-triazacyclopentadec-1-yl)butanamide